CN(C1=NC(=NC(=N1)N)N)C1=CC=CC=C1 methyl-phenyl-melamine